C(C)(=O)[O-].[Zn+2].N1C=NC=C1.C(C)(=O)[O-] imidazole zinc acetate